FC=1C=NN(C1)C1=CC=C(C=N1)O 6-(4-fluoro-1H-pyrazol-1-yl)pyridin-3-ol